C1(CCCCC1)COCC=1C=C(C=CC1)B(O)O (3-[(CYCLOHEXYLMETHOXY)METHYL]PHENYL)BORANEDIOL